2-((7-chloro-2-(2-methoxy-7-methylquinoxalin-5-yl)benzofuran-5-yl)oxy)ethanol ClC1=CC(=CC=2C=C(OC21)C2=C1N=CC(=NC1=CC(=C2)C)OC)OCCO